2-methyl-5-((7-(4-(oxetan-3-yl)piperazin-1-yl)heptyl)oxy)-4-oxoquinazolin CC1=NC2=CC=CC(=C2C(N1)=O)OCCCCCCCN1CCN(CC1)C1COC1